4-(8-bromo-6-chloro-3,4-dihydroquinolin-1(2H)-yl)-2-(((tert-butyldimethylsilyl)oxy)methyl)pyrrolidine-1-carboxylate BrC=1C=C(C=C2CCCN(C12)C1CC(N(C1)C(=O)[O-])CO[Si](C)(C)C(C)(C)C)Cl